FC(SC=1C=C2CCNCC2=CC1)(F)F 6-((Trifluoromethyl)thio)-1,2,3,4-tetrahydroisoquinoline